2,2',2''-nitrilotriacetic acid triethyl ester C(C)OC(CN(CC(=O)OCC)CC(=O)OCC)=O